ClC1=C(C(=CC=C1)Cl)CCC=1C=C2CCC(C2=CC1)N1CCC(CC1)C(=O)O 1-(5-(2,6-dichlorophenyl-ethyl)-2,3-dihydro-1H-inden-1-yl)piperidine-4-carboxylic acid